C(#C)C1=NN(C(=C1C(=O)N)NC)[C@@H]1CN([C@H](C1)COC(F)(F)F)C(C=C)=O 3-ethynyl-5-(methylamino)-1-[(3S,5R)-1-(prop-2-enoyl)-5-[(trifluoromethoxy)methyl]Pyrrolidin-3-yl]Pyrazole-4-carboxamide